FC1=CC=C(CN2C(=NC=3N(C(N(C(C23)=O)CCCO)=O)C)C2=C(C=CC=C2)OC)C=C1 7-(4-fluorobenzyl)-1-(3-hydroxypropyl)-8-(2-methoxyphenyl)-3-methyl-1H-purine-2,6(3H,7H)-dione